1-(1-benzyl-7-cyano-2-oxo-3,4-dihydroquinolin-6-yl)-3-tert-butylurea C(C1=CC=CC=C1)N1C(CCC2=CC(=C(C=C12)C#N)NC(=O)NC(C)(C)C)=O